tetrahydrofuran-3-yl acetate C(C)(=O)OC1COCC1